(S)-2-(1-cyclopropyl-3-methyl-4-oxo-1,4-dihydro-5H-pyrrolo[2,3-d]pyridazin-5-yl)-N-(1-mesitylethyl)acetamide C1(CC1)N1C=C(C2=C1C=NN(C2=O)CC(=O)N[C@@H](C)C2=C(C=C(C=C2C)C)C)C